[Na+].O=C[C@@H](O)[C@@H](O)[C@H](O)[C@H](O)C(=O)[O-] mannuronate sodium